FC(S(=O)(=O)NC1=C2C=CN=CC2=C(C=C1)OC=1N=C(SC1C1=NC(=NC=C1)N[C@@H]1CN(C[C@H](C1)F)C(=O)OC(C)(C)C)C)F tert-butyl (3S,5S)-3-[[4-[4-[[5-(difluoromethylsulfonylamino)-8-isoquinolyl]oxy]-2-methyl-thiazol-5-yl]pyrimidin-2-yl]amino]-5-fluoro-piperidine-1-carboxylate